N-((3S,4S)-3-((6-(2,6-dichloro-3,5-dimethoxyphenyl)-8-(2,6-dimethylmorpholino)pyrido[3,4-d]pyrimidin-2-yl)amino)tetrahydro-2H-pyran-4-yl)acrylamide ClC1=C(C(=C(C=C1OC)OC)Cl)C1=CC2=C(N=C(N=C2)N[C@@H]2COCC[C@@H]2NC(C=C)=O)C(=N1)N1CC(OC(C1)C)C